N4-(3-chloro-2-fluorophenyl)-7-((3-methoxy-1-methylpyrrolidin-3-yl)ethynyl)quinazoline-4,6-diamine ClC=1C(=C(C=CC1)NC1=NC=NC2=CC(=C(C=C12)N)C#CC1(CN(CC1)C)OC)F